3-aminopropyl (E)-3-(4-cyanophenyl)acrylate hydrochloride Cl.C(#N)C1=CC=C(C=C1)/C=C/C(=O)OCCCN